dimethyl 3,3'-dithiodipropynimidate C(C#CSSC#CC(OC)=N)(OC)=N